(S)-3-(6-fluoro-2'-methylbiphenyl-3-yl)-3-(3-(4-hydroxy-1-methyl-2-oxo-1,2-dihydropyridin-3-yl)ureido)propionic acid FC1=CC=C(C=C1C1=C(C=CC=C1)C)[C@H](CC(=O)O)NC(=O)NC=1C(N(C=CC1O)C)=O